N[C@H](C(=O)N1CC(CCC1)C1=C(N(C=C1)S(N)(=O)=O)C(=O)O)C 3-[1-[(2S)-2-Aminopropanoyl]-3-piperidyl]-1-sulfamoyl-pyrrole-2-carboxylic acid